Isobutoxy-5-(3-phenoxybenzamido)-[1,1'-biphenyl]-3-carboxylic acid C(C(C)C)OC1=C(C=C(C=C1C(=O)O)NC(C1=CC(=CC=C1)OC1=CC=CC=C1)=O)C1=CC=CC=C1